2-(4-((2-methoxyethoxy)methoxy)-2-methyl-5-nitrophenyl)-6-phenyl-3,4-dihydroisoquinolin-1(2H)-one COCCOCOC1=CC(=C(C=C1[N+](=O)[O-])N1C(C2=CC=C(C=C2CC1)C1=CC=CC=C1)=O)C